4-(4-methylpiperazin-1-yl)-6-(methylsulfinyl)quinoline CN1CCN(CC1)C1=CC=NC2=CC=C(C=C12)S(=O)C